BrC=1C=NC(=NC1)C1=NOC(=C1)C(=O)OC(C)(C)C tert-butyl 3-(5-bromopyrimidin-2-yl)isoxazole-5-carboxylate